O=C1NC2=C(C(=N[C@@H]1NC(=O)C=1C(=NN3C1OCCC3)C3=CC=CC=C3)C3=CC=CC=C3)C=CC=C2 N-[(3S)-2-oxo-5-phenyl-1,3-dihydro-1,4-benzodiazepin-3-yl]-2-phenyl-6,7-dihydro-5H-pyrazolo[5,1-b][1,3]oxazine-3-carboxamide